Tert-butyl (S)-(1-(4-bromo-1-(3-(cyclopropylsulfonyl)-3-methyl-but-1-yn-1-yl)-6,7-dihydro-5H-cyclopenta[c]pyridin-3-yl)-2-(3,5-difluorophenyl)ethyl)carbamate BrC=1C2=C(C(=NC1[C@H](CC1=CC(=CC(=C1)F)F)NC(OC(C)(C)C)=O)C#CC(C)(C)S(=O)(=O)C1CC1)CCC2